6-Chloro-N-(1-ethylpiperidin-4-yl)-2-{4-[4-(pyridin-3-ylcarbonyl)piperazin-1-yl]phenyl}-3H-imidazo[4,5-b]pyridin-7-amine ClC=1C(=C2C(=NC1)NC(=N2)C2=CC=C(C=C2)N2CCN(CC2)C(=O)C=2C=NC=CC2)NC2CCN(CC2)CC